ClC1=C(C=C(C=C1COC)O)C(\C=C\C1=CC2=CC=C(C=C2C=C1)OC)=O 1-(2-chloro-3-methoxymethyl-5-hydroxyphenyl)-3-(6-methoxynaphthalen-2-yl)-(2E)-2-propen-1-one